1-(3-(4-cyanophenyl)-1-methyl-1H-pyrazol-5-yl)-3-((3s,4r)-4-(3,4-difluorophenyl)-1-(2-methoxyethyl)pyrrolidin-3-yl)urea C(#N)C1=CC=C(C=C1)C1=NN(C(=C1)NC(=O)N[C@@H]1CN(C[C@H]1C1=CC(=C(C=C1)F)F)CCOC)C